OC1=C(C=C(C(=C1)O)C)C1=CC(C(=CN1[C@@H](CO)C(C)C)C(=O)OCC)=O Ethyl (R)-6-(2,4-dihydroxy-5-methylphenyl)-1-(1-hydroxy-3-methylbutan-2-yl)-4-oxo-1,4-dihydropyridine-3-carboxylate